(trans)-3-hexen-1-ol C(C\C=C\CC)O